N-(1-(3-amino-5-(trifluoromethyl)phenyl)ethyl)-6-(2-cyclobutoxyethoxy)-7-methoxy-2-methyl-quinazolin-4-amine NC=1C=C(C=C(C1)C(F)(F)F)C(C)NC1=NC(=NC2=CC(=C(C=C12)OCCOC1CCC1)OC)C